benzyl 4-(t-butyl) (R)-2-((((2-chloro-5-(trifluoromethyl)pyridin-3-yl)methyl)thio)methyl)piperazin-1,4-dicarboxylate ClC1=NC=C(C=C1CSC[C@@H]1N(CCN(C1)C(=O)OC(C)(C)C)C(=O)OCC1=CC=CC=C1)C(F)(F)F